N-(4-aminobutyl)-4-chloro-3-([1-[4-(2-cyclopropoxyphenyl)pyridin-3-yl]cyclopropoxy]methyl)-N-(propan-2-yl)benzene-1-sulfonamide NCCCCN(S(=O)(=O)C1=CC(=C(C=C1)Cl)COC1(CC1)C=1C=NC=CC1C1=C(C=CC=C1)OC1CC1)C(C)C